NC1(CC(C1)C(=O)OC(C)(C)C)[C@@H](C)O tert-butyl (1r,3r)-3-amino-3-(1-hydroxyethyl)cyclobutanecarboxylate